4-methyl-2'-hydroxy-4'-methoxy-3'-diethylaminomethyl-methyl-chalcone CC1=CC(=C(C=C1)\C=C\C(=O)C1=C(C(=C(C=C1)OC)CN(CC)CC)O)C